CC1(N(CC2(CN(C2)C(=O)OC(C)(C)C)C1)C(CNC(CCCOC1=CC=CC=C1)=O)=O)C(=O)[O-] 2-(tert-butyl) 7-methyl-6-((4-phenoxybutanoyl)glycyl)-2,6-diazaspiro[3.4]octane-2,7-dicarboxylate